ClC=1C(=CC(=C(C(=O)NS(=O)(=O)C)C1)F)N1N=C(C2=CC(=CC=C12)F)C1=C(C=CC(=C1)F)F 5-chloro-4-(3-(2,5-difluorophenyl)-5-fluoro-1H-indazol-1-yl)-2-fluoro-N-(methylsulfonyl)benzamide